FC=1C=C(C=C(C1F)O[C@H]1COCC1)[C@H]1[C@@H](C1)C=1C=NC(=NC1)C1=NC=CC=N1 trans-5-(2-(3,4-Difluoro-5-(((R)-tetrahydrofuran-3-yl)oxy)phenyl)cyclopropyl)-2,2'-bipyrimidine